N-Cyclopropyl-3-(5-((4-(3,3-dimethylbutanoyl)-3-hydroxy-2-methylphenoxy)methyl)pyrazin-2-yl)benzamide C1(CC1)NC(C1=CC(=CC=C1)C1=NC=C(N=C1)COC1=C(C(=C(C=C1)C(CC(C)(C)C)=O)O)C)=O